N,N'-(Dimethylsilylen)bis[N-ethylacetamid] C[Si](N(C(C)=O)CC)(N(C(C)=O)CC)C